(S)-3-(tert-butyl)-N-(4-(6-(3,4-dimethylpiperazin-1-yl)pyrrolo[2,1-f][1,2,4]triazin-4-yl)-2-methylbenzyl)-1,2,4-oxadiazole-5-carboxamide C(C)(C)(C)C1=NOC(=N1)C(=O)NCC1=C(C=C(C=C1)C1=NC=NN2C1=CC(=C2)N2C[C@@H](N(CC2)C)C)C